tert-butyl 4-{4-[4-bromo-3-(pyridin-4-yl)pyrazol-1-yl]-3-fluorophenyl}-1,4-diazepane-1-carboxylate BrC=1C(=NN(C1)C1=C(C=C(C=C1)N1CCN(CCC1)C(=O)OC(C)(C)C)F)C1=CC=NC=C1